1-{[(3aR,4S,6aS)-2-(cyanoacetyl)octahydrocyclopenta[c]pyrrol-4-yl]oxy}-7-(prop-2-yloxy)isoquinoline-6-carboxamide C(#N)CC(=O)N1C[C@@H]2[C@H](C1)[C@H](CC2)OC2=NC=CC1=CC(=C(C=C21)OC(C)C)C(=O)N